2-[1-[6-Methyl-2-(2-methylpyrazolo[1,5-a]pyridin-6-yl)-4-oxo-chromen-8-yl]ethylamino]benzoic acid CC=1C=C2C(C=C(OC2=C(C1)C(C)NC1=C(C(=O)O)C=CC=C1)C=1C=CC=2N(C1)N=C(C2)C)=O